3,3-difluoro-1-(4-(1-methyl-4-(trifluoromethyl)-1H-imidazol-2-yl)phenyl)cyclobutane-1-carboxylic acid FC1(CC(C1)(C(=O)O)C1=CC=C(C=C1)C=1N(C=C(N1)C(F)(F)F)C)F